ClC=1C=CC2=C(C(C[C@@H](O2)C(=O)NC23CC(C2)(C3)N3N=CC(=C3)O[C@@H](COC(F)(F)F)C)=O)C1 (2R)-6-chloro-4-oxo-N-[3-(4-{[(2R)-1-(trifluoromethoxy)propan-2-yl]oxy}-1H-pyrazol-1-yl)bicyclo[1.1.1]pentan-1-yl]-3,4-dihydro-2H-1-benzopyran-2-carboxamide